aminooctanoic acid anion NC(C(=O)[O-])CCCCCC